ethyl 3-cyclopropyl-3-methylbutanoate C1(CC1)C(CC(=O)OCC)(C)C